ClC1=C(C(=C(C=C1OC)OC)Cl)C1=CC2=C(N=C(N=C2)N[C@H]2[C@H](CN(C2)CCN(C)C)NC(C=C)=O)C(=N1)NCC1OCCC1 N-((3S,4R)-4-((6-(2,6-dichloro-3,5-di-methoxyphenyl)-8-(((tetrahydrofuran-2-yl)methyl)amino)pyrido[3,4-d]pyrimidin-2-yl)amino)-1-(2-(dimethyl-amino)ethyl)pyrrolidin-3-yl)acrylamide